COC(CCOC1=CC=C(OC2=C(C=C3C=NN(C3=C2)C)C(=O)N)C=C1)(C)C 6-[4-(3-methoxy-3-methyl-butoxy)phenoxy]-1-methyl-indazole-5-carboxamide